FC1([C@@H](O[C@@H]([C@H]1O)CO)N1C(N=C(C=C1)NC(C(CCC)CCC)=O)=O)F N-[1-[(2R,4R,5R)-3,3-difluoro-4-hydroxy-5-(hydroxymethyl)oxolan-2-yl]-2-oxopyrimidin-4-yl]-2-propylpentanamide